C[C@H]1N2N=CC(C3=NN(C=4C=CC(O[C@H](CCOCC1)C)=CC34)C3OCCCC3)=C2 (6R,12S)-6,12-dimethyl-18-(oxan-2-yl)-9,13-dioxa-4,5,18,19-tetraazatetracyclo[12.5.2.12,5.017,20]docosa-1(19),2(22),3,14(21),15,17(20)-hexaene